6-(5-(Pyridin-2-ylamino)pyridin-3-yl)benzo[d]oxazol-2(3H)-one N1=C(C=CC=C1)NC=1C=C(C=NC1)C1=CC2=C(NC(O2)=O)C=C1